5-[(2,5-Diiodophenoxymethylthio)methyl]-1,3,4-oxadiazol-2(3H)-one IC1=C(OCSCC2=NNC(O2)=O)C=C(C=C1)I